N[C@@H]1[C@@H](C[C@H](CC1)C(N(C)C)=O)NC(OC(C)(C)C)=O tertbutyl N-((1R,2S,5S)-2-amino-5-(dimethylcarbamoyl)cyclohexyl)carbamate